(R)-6-chloro-1-(6-(3-methoxytetrahydrofuran-3-yl)-4-(oxetan-3-ylmethoxy)pyridin-2-yl)-3-(trifluoromethyl)-1H-pyrrolo[3,2-c]pyridine ClC1=CC2=C(C=N1)C(=CN2C2=NC(=CC(=C2)OCC2COC2)[C@]2(COCC2)OC)C(F)(F)F